2-[1-(2,6-difluorophenyl)ethyl]-7-(4-fluorophenyl)-8-(2-methylpyridin-4-yl)-[1,2,4]triazolo[1,5-c]pyrimidin-5-amine FC1=C(C(=CC=C1)F)C(C)C1=NN2C(=NC(=C(C2=N1)C1=CC(=NC=C1)C)C1=CC=C(C=C1)F)N